N-methoxy-(phenyl-ethyl)-pyrazol-carboxamide CONC(=O)C1=NNC=C1CCC1=CC=CC=C1